C(C=C)OCC(C(=O)OC(C)CCCCCC)=C sec-octyl alpha-allyloxymethylacrylate